tert-butyl (S)-4-(1-(2-(((tert-butyldiphenylsilyl)oxy)methyl)-6-isopropylphenyl)-6,7-dichloro-2-oxo-1,2-dihydropyrido[2,3-d]pyrimidin-4-yl)-3-methylpiperazine-1-carboxylate [Si](C1=CC=CC=C1)(C1=CC=CC=C1)(C(C)(C)C)OCC1=C(C(=CC=C1)C(C)C)N1C(N=C(C2=C1N=C(C(=C2)Cl)Cl)N2[C@H](CN(CC2)C(=O)OC(C)(C)C)C)=O